4-(2-(2-chlorothieno[2,3-d]pyrimidin-4-yl)cyclopropyl)benzoic acid ClC=1N=C(C2=C(N1)SC=C2)C2C(C2)C2=CC=C(C(=O)O)C=C2